2-AMINO-6-CHLORO-PYRIDINE-3-CARBALDEHYDE NC1=NC(=CC=C1C=O)Cl